tert-Butyl ((2S,4R)-2-(2,5-difluorophenyl)-1-((R)-10-((6-fluoro-4-oxoquinazolin-3(4H)-yl)methyl)-7-azaspiro[4.5]decane-7-carbonyl)piperidin-4-yl)carbamate FC1=C(C=C(C=C1)F)[C@H]1N(CC[C@H](C1)NC(OC(C)(C)C)=O)C(=O)N1CC2(CCCC2)[C@@H](CC1)CN1C=NC2=CC=C(C=C2C1=O)F